rac-ethyl 2-(((tert-butoxycarbonyl)amino)methyl)-5-((1R,2R)-2-fluorocyclopropyl)thiazole-4-carboxylate C(C)(C)(C)OC(=O)NCC=1SC(=C(N1)C(=O)OCC)[C@H]1[C@@H](C1)F |r|